C1(=CC=CC=C1)C1=NC(=NC(=N1)C1=CC=CC=C1)C1=CC=C(C=C1)B1OC(C(O1)(C)C)(C)C 4,6-Diphenyl-2-[4-(4,4,5,5-tetramethyl-1,3,2-dioxaborolan-2-yl)phenyl]-1,3,5-triazin